3-ETHYL-3-HYDROXYPENTANOIC ACID C(C)C(CC(=O)O)(CC)O